9-methyl-3,6-dinitro-9H-carbazole CN1C2=CC=C(C=C2C=2C=C(C=CC12)[N+](=O)[O-])[N+](=O)[O-]